NC1=CC=C(C=C1)N(C(SCC)=O)C=N S-ethyl (4-aminophenyl)(imino)methylcarbamothioate